N-(2,6-dimethoxy-5-((E)-2-(trans-4-(trifluoromethyl)-cyclohexyl)vinyl)pyridin-3-yl)acrylamide COC1=NC(=C(C=C1NC(C=C)=O)\C=C\[C@@H]1CC[C@H](CC1)C(F)(F)F)OC